COCC1=C(N=CC=2NC3=CC=CC(=C3C21)OCC2=NC=CC=C2)C(=O)NC 4-(methoxymethyl)-N-methyl-5-(2-pyridylmethoxy)-9H-pyrido[3,4-b]indole-3-carboxamide